COC(=O)[C@@H]1CC[C@H](CC1)C1=NC(=NO1)C=1C=NC=C(C1)[C@](C1=CC=C(C=C1)C(C)C)(O)C1(CN(C1)C)C Trans-4-(3-{5-[(R)-(1,3-dimethyl-azetidin-3-yl)-hydroxy-(4-isopropyl-phenyl)-methyl]-pyridin-3-yl}-[1,2,4]oxadiazol-5-yl)-cyclohexanecarboxylic acid methyl ester